NC=1C(=CC2=C(OCO2)C1)S 6-amino-1,3-benzodioxole-5-thiol